C(C(C)C)C([C@@H]1[C@H]([C@H]([C@@H](O1)N1C(=O)N=C(N)C=C1)O)O)O 5'-Isobutyl-Cytidine